O=C1CC2(C1)CCN(CC2)C(=O)OC(C)(C)C tert-Butyl 2-oxo-7-azaspiro[3.5]nonane-7-carboxylate